2-((3-benzoyl-5-(4-nitrophenyl)-2-thienyl)thio)-1-phenylethanone C(C1=CC=CC=C1)(=O)C1=C(SC(=C1)C1=CC=C(C=C1)[N+](=O)[O-])SCC(=O)C1=CC=CC=C1